C(C)C1(COC1)COCCCCCCOCC1(COC1)CC 1,6-bis[(3-ethyloxetan-3-yl)methoxy]hexane